C(C1=CC=CC=C1)OCCCOC=1C=C(C=CC1)C1=CC=CC=C1 3-(3-(benzyloxy)propoxy)-[1,1'-biphenyl]